ClC=1N=C(C2=C(N1)C=NN2)NC2CCOCC2 5-chloro-N-(tetrahydro-2H-pyran-4-yl)-1H-pyrazolo[4,3-d]pyrimidin-7-amine